ClC1=C(C=CC=C1)C1=CC=2C(=CC3=CC=CC=C3C2C=C1)C1=CC=CC2=CC=CC=C12 2-(2-chlorophenyl)-10-(naphthalen-1-yl)phenanthrene